(2S,4R)-4-fluoro-N-[(S)-[3-fluoro-4-(propan-2-yl)phenyl](phenyl)methyl]-1-{2-[5-(trifluoromethyl)-1H-1,2,3,4-tetrazol-1-yl]acetyl}pyrrolidine-2-carboxamide F[C@@H]1C[C@H](N(C1)C(CN1N=NN=C1C(F)(F)F)=O)C(=O)N[C@@H](C1=CC=CC=C1)C1=CC(=C(C=C1)C(C)C)F